ClC=1C=C(C=NC1)CN1[C@@H](CCN2C1=NC(=CC2=O)N2[C@@H](COCC2)C)C(F)(F)F (S)-9-((5-chloropyridin-3-yl)methyl)-2-((R)-3-methylmorpholino)-8-(trifluoromethyl)-6,7,8,9-tetrahydro-4H-pyrimido[1,2-a]pyrimidin-4-one